C(CCC)C(CN)(CCCN)CC 2-butyl-2-ethyl-1,5-pentylenediamine